3-[(aminooxy)methyl]morpholine NOCC1NCCOC1